6-(3-isopropyl-5-(1-(2-(methylsulfonyl)ethyl)piperidin-4-yl)-1H-indol-2-yl)-3,8-dimethyl-[1,2,4]triazolo[4,3-a]pyridine C(C)(C)C1=C(NC2=CC=C(C=C12)C1CCN(CC1)CCS(=O)(=O)C)C=1C=C(C=2N(C1)C(=NN2)C)C